NC1(CCN(CC1)C1=NC=2CN3CCN(C[C@@H]3C2C=C1)C1=C2C=CC=NC2=C(C=C1)C#N)C 5-[(2S)-11-(4-amino-4-methyl-1-piperidyl)-4,7,10-triazatricyclo[7.4.0.02,7]trideca-1(9),10,12-trien-4-yl]quinoline-8-carbonitrile